monomethyl 2,6-naphthalenedicarboxylate C1=C(C=CC2=CC(=CC=C12)C(=O)[O-])C(=O)OC